2-(4-(4-chloro-3-(trifluoromethyl)phenoxy)phenylethoxy)-6,7,9,10-tetrahydro-4H,8H-7a,9-methanopyrimido[1,6-a]pyrrolo[1,2-c]pyrimidine-4-one ClC1=C(C=C(OC2=CC=C(C=C2)CCOC2=NC(N3C(N4C5(CC3)CC(C4)C5)=C2)=O)C=C1)C(F)(F)F